N,N-diisopropylcarbamoyl chloride C(C)(C)N(C(=O)Cl)C(C)C